S-tert-butylthio-L-cysteine C(C)(C)(C)SSC[C@H](N)C(=O)O